1-[6-(4-chloroanilino)-2-[(2-hydroxy-2-methyl-propyl)-methyl-amino]-5-nitro-pyrimidin-4-yl]-4-methyl-piperidine-4-carboxamide ClC1=CC=C(NC2=C(C(=NC(=N2)N(C)CC(C)(C)O)N2CCC(CC2)(C(=O)N)C)[N+](=O)[O-])C=C1